(R)-N-(1-((6-(3'-((7-bromo-2-(difluoromethyl)pyrido[3,2-d]pyrimidin-4-yl)amino)-2-chloro-2'-methyl-[1,1'-biphenyl]-3-yl)-2-methoxypyridin-3-yl)methyl)pyrrolidin-3-yl)acetamide BrC1=CC=2N=C(N=C(C2N=C1)NC=1C(=C(C=CC1)C1=C(C(=CC=C1)C1=CC=C(C(=N1)OC)CN1C[C@@H](CC1)NC(C)=O)Cl)C)C(F)F